tert-butyl (2R,6S)-4-cyano-2,6-dimethylpiperazine-1-carboxylate C(#N)N1C[C@H](N([C@H](C1)C)C(=O)OC(C)(C)C)C